N1N=CC(=C1)C1=C2C(=CN=C1)NC=C2 4-(1H-pyrazol-4-yl)-1H-pyrrolo[2,3-c]pyridine